C(C)(C)OCC1=C(C=CC=C1)C1=CC=C(C=C1)COC(C)C 2,4'-bis(isopropoxy)methylbiphenyl